sodium octanoate salt C(CCCCCCC)(=O)[O-].[Na+]